2-(3-Methyl-2-oxo-1,3-benzoxazol-6-yl)-N-(4-phenylbutyl)-2,7-diazaspiro[3.5]nonane-7-carboxamide CN1C(OC2=C1C=CC(=C2)N2CC1(C2)CCN(CC1)C(=O)NCCCCC1=CC=CC=C1)=O